OC(CNC(S)=S)O dihydroxyethyl-dithiocarbamic acid